ethyl 2-[methyl(5-methyl-6-{[(2Z)-3-{[2-(trimethylsilyl)ethoxy]methyl}-2,3-dihydro-1,3-benzothiazol-2-ylidene]amino}pyridazin-3-yl)amino]-5-(3-phenoxypropyl)-1,3-thiazole-4-carboxylate CN(C=1SC(=C(N1)C(=O)OCC)CCCOC1=CC=CC=C1)C=1N=NC(=C(C1)C)\N=C\1/SC2=C(N1COCC[Si](C)(C)C)C=CC=C2